N,N-dimethyl-1-(10H-phenothiazin-10-yl)propan-2-amine hydrochloride Cl.CN(C(CN1C2=CC=CC=C2SC=2C=CC=CC12)C)C